(5-methylimidazo[1,5-a]pyridin-6-yl)methanone CC1=C(C=CC=2N1C=NC2)C=O